1,1-difluoromonochloroethane FC(C)(F)Cl